CC(C)(C)OC(=O)NCC1=CC=CC(=C1)CN 1-(N-Boc-aminomethyl)-3-(aminomethyl)benzene